2-(4-bromo-1-tosyl-1H-pyrrol-2-yl)acetaldehyde-1-d BrC=1C=C(N(C1)S(=O)(=O)C1=CC=C(C)C=C1)CC(=O)[2H]